cyclopenta-2,4-dien-1-yl(diphenyl)phosphinoferrocene C1(C=CC=C1)C=1[C-](C=CC1)P(C1=CC=CC=C1)C1=CC=CC=C1.[CH-]1C=CC=C1.[Fe+2]